OC1(CCCC2=CC=C(C=C12)OC)CC#N 2-(3,4-dihydro-1-hydroxy-7-methoxy-1-naphthyl)acetonitrile